ON=C(N)C1=NON=C1NCC(C)S(=O)(=N)C N'-hydroxy-4-((2-(S-methylsulfonimidoyl)propyl)amino)-1,2,5-oxadiazole-3-carboxamidine